N2-(6-aminohexyl)-N2,N3,N3-triethyl-6,7-dihydroxy-5-nitro-naphthalene-2,3-dicarboxamide NCCCCCCN(C(=O)C1=CC2=CC(=C(C(=C2C=C1C(=O)N(CC)CC)[N+](=O)[O-])O)O)CC